[2-(aminomethyl)morpholin-4-yl]-[4-[[3-[4-(difluoromethoxy)phenyl]imidazo[1,2-a]pyrazin-8-yl]amino]-2-methylphenyl]methanone NCC1CN(CCO1)C(=O)C1=C(C=C(C=C1)NC=1C=2N(C=CN1)C(=CN2)C2=CC=C(C=C2)OC(F)F)C